(R)-3-(3,3-difluoropyrrolidin-1-yl)-3-(4-hydroxyphenyl)-7-(trifluoromethyl)indolin-2-one FC1(CN(CC1)[C@]1(C(NC2=C(C=CC=C12)C(F)(F)F)=O)C1=CC=C(C=C1)O)F